COC1=CC=CC(=N1)CN1N=CC2=C(C1=O)N(C1=C2C=CC(=N1)OC1=NC(=CC=C1)C)C 7-((6-methoxypyridin-2-yl)methyl)-9-methyl-2-((6-methylpyridin-2-yl)oxy)-7,9-dihydro-8H-pyrido[3',2':4,5]pyrrolo[2,3-d]pyridazin-8-one